N1C(C=CCCC1)=O 6,7-dihydro-1H-azepin-2(5H)-one